5-(difluoromethyl)morpholin-3-one FC(C1COCC(N1)=O)F